3,3-dimethyl-1H-indol-2-one CC1(C(NC2=CC=CC=C12)=O)C